CC=C(C(=O)OC1=C(C(=CC(=C1)C)C(C)(C)C)O)C1=CC=C(C=C1)C (3-(1,1-dimethylethyl)-2-hydroxy-5-methylphenyl) methyl-4-tolylacrylate